CS(=O)(=O)OCC1CC(CCC1)CNC1=NN(C(=C1)C1=CC(=C(C=C1)C#N)F)C1=CC=C(C=C1)OC (3-(((5-(4-cyano-3-fluorophenyl)-1-(4-methoxyphenyl)-1H-pyrazol-3-yl)amino)methyl)cyclohexyl)methyl methanesulfonate